C1=CC=CC=2C3=CC=CC=C3C(C12)COC(=O)N([C@H](C(=O)O)CCC#C)C (2S)-2-[9H-fluoren-9-ylmethoxycarbonyl-(methyl)amino]hex-5-ynoic acid